ClC1=CC(=C(C=C1)C(OC1=CC=CC(=N1)C1CCN(CC1)C(C1=NC2=C(N1C)C=C(C=C2OC(C)([2H])[2H])C(=O)O)([2H])[2H])([2H])[2H])F 2-((4-(6-((4-Chloro-2-fluorophenyl)methoxy-d2)pyridin-2-yl)piperidin-1-yl)methyl-d2)-4-(ethoxy-1,1-d2)-1-methyl-1H-benzo[d]imidazole-6-carboxylic acid